C1=C(C=CC2=CC(=CC=C12)C(=O)Cl)C(=O)Cl naphthalene-2,6-dicarboxylic acid dichloride